N-(6-cyano-5-fluoro-1-(1-methylcyclobutyl)-1H-benzo[d]imidazol-2-yl)-3,3-dimethylbutanamide C(#N)C=1C(=CC2=C(N(C(=N2)NC(CC(C)(C)C)=O)C2(CCC2)C)C1)F